ClC1=C(C=CC(=C1)C(F)(F)F)NC(CN1C=2N(C(C=C1CC)=O)N=C(N2)C=2CCOC(C2)C)=O N-[2-chloro-4-(trifluoromethyl)phenyl]-2-[5-ethyl-2-(6-methyl-3,6-dihydro-2H-pyran-4-yl)-7-oxo-[1,2,4]triazolo[1,5-a]pyrimidin-4-yl]acetamide